NC1=CC=C(C=N1)OC1=C(C(=O)OC)C(=CC=C1)Cl methyl 2-((6-aminopyridin-3-yl)oxy)-6-chlorobenzoate